Hexaeicosaenoic acid C(C=CCCCCCCCCCCCCCCCCCCCCCCC)(=O)O